C1=CC=CC=2C3=CC=CC=C3C(C12)N([C@H](C(=O)O)CCC1=CC=C(C=C1)C(F)(F)F)C(=O)OC (2S)-2-(9H-fluoren-9-yl-methoxycarbonylamino)-4-[4-(trifluoromethyl)phenyl]butanoic acid